2-(4-(4-(cyclopropanecarbonyl)piperazine-1-carbonyl)phenyl)-1H-benzo[d]imidazole-4-carboxamide C1(CC1)C(=O)N1CCN(CC1)C(=O)C1=CC=C(C=C1)C1=NC2=C(N1)C=CC=C2C(=O)N